CC1(CC(N/2N1C1C(\C2=C/CC2=CC=CC=C2)CC=2C=CC=CC21)=O)C (E)-3,3-Dimethyl-10-(2-phenylethylidene)-2,3,4a,9,9a,10-hexahydro-1H-indeno[1,2-c]pyrazolo[1,2-a]pyrazol-1-one